NC1=C(C(=NN=N1)S)S aminotriazinedithiol